CN(C1=CC=C(C=C1)CO)C [4-(Dimethylamino)phenyl]methanol